trans-N-(3-(1-(tert-butyl)-1H-pyrazol-4-yl)phenyl)-4-hydroxy-N-((trans-4-(4-methoxy-3-methylphenyl)cyclohexyl)methyl)cyclohexanecarboxamide C(C)(C)(C)N1N=CC(=C1)C=1C=C(C=CC1)N(C(=O)[C@@H]1CC[C@H](CC1)O)C[C@@H]1CC[C@H](CC1)C1=CC(=C(C=C1)OC)C